(S)-N-(5-chloro-2,4-difluorophenyl)indoline-2-carboxamide ClC=1C(=CC(=C(C1)NC(=O)[C@H]1NC2=CC=CC=C2C1)F)F